C12(CCC(CC1)CC2)O bicyclo[2.2.2]Octane-1-ol